[N+](=O)([O-])C1=CC=C(/C=C/C2=CC=C(N)C=C2)C=C1 (E)-4-(4-nitrostyryl)aniline